[7-[4-(5-amino-1,2,4-oxadiazol-3-yl)phenyl]pyrazolo[1,5-a]pyridin-3-yl]-(1-piperidyl)methanone NC1=NC(=NO1)C1=CC=C(C=C1)C1=CC=CC=2N1N=CC2C(=O)N2CCCCC2